ClC=1C=C2C(=NC1OC)C(=C(N2C)C=2NC(=NN2)C(C)=O)C=2C=NNC2 1-(5-(6-chloro-5-methoxy-1-methyl-3-(1H-pyrazol-4-yl)-1H-pyrrolo[3,2-b]pyridin-2-yl)-4H-1,2,4-triazol-3-yl)ethan-1-one